(±)-trans-4-hydroxy-2-(4-(methoxycarbonyl)phenyl)piperidine-1-carboxylic acid benzyl ester C(C1=CC=CC=C1)OC(=O)N1[C@H](C[C@@H](CC1)O)C1=CC=C(C=C1)C(=O)OC |r|